2-bromo-6,7-dihydrobenzo[b]thiophen-4(5H)-one oxime BrC1=CC2=C(S1)CCCC2=NO